NC=1C2=C(N=CN1)N(C=C2C2=CC=C(C=1N2C=CN1)NC(=O)NC1=NOC(=C1)C1(CC1)C(F)(F)F)C1CC1 1-(5-(4-amino-7-cyclopropyl-7H-pyrrolo[2,3-d]pyrimidin-5-yl)imidazo[1,2-a]pyridin-8-yl)-3-(5-(1-(trifluoromethyl)-cyclopropyl)isoxazol-3-yl)-urea